[(2R,3S,4R,5R)-3,4-dihydroxy-5-[6-(indan-1-ylamino)purin-9-yl]-tetrahydrofuran-2-yl]-methoxymethylphosphonic acid O[C@@H]1[C@@H](O[C@H]([C@@H]1O)N1C2=NC=NC(=C2N=C1)NC1CCC2=CC=CC=C12)C(OC)P(O)(O)=O